FC=1C=C(COC=2C=C3CCC(C3=CC2)=O)C=CC1F 5-((3,4-difluoro-benzyl)oxy)-2,3-dihydro-1H-inden-1-one